(1S,3S)-3-((6-(5-((((2-cyclopropyl-propoxy)carbonyl)amino)methyl)-1-methyl-1H-1,2,3-triazol-4-yl)-2-methylpyridin-3-yl)oxy)cyclohexane-1-carboxylic acid C1(CC1)C(COC(=O)NCC1=C(N=NN1C)C1=CC=C(C(=N1)C)O[C@@H]1C[C@H](CCC1)C(=O)O)C